ethyl (Z)-3-(3-(4-chlorophenyl)-1H-pyrazol-1-yl)-3-phenylacrylate ClC1=CC=C(C=C1)C1=NN(C=C1)\C(=C/C(=O)OCC)\C1=CC=CC=C1